tert-butyl (3R,4R)-4-(4-(3-(2,6-bis(benzyloxy) pyridin-3-yl)-1-methyl-1H-indazol-7-yl) piperazine-1-carbonyl)-3-methylpiperidine-1-carboxylate C(C1=CC=CC=C1)OC1=NC(=CC=C1C1=NN(C2=C(C=CC=C12)N1CCN(CC1)C(=O)[C@H]1[C@H](CN(CC1)C(=O)OC(C)(C)C)C)C)OCC1=CC=CC=C1